P(=O)(OCC)(OCC)OC1=CC=C(C=C1)Br diethyl (4-bromophenyl) phosphate